8-[5,7-dihydroxy-2-(4-hydroxyphenyl)-4-oxochromen-6-yl]-5,7-dihydroxy-2-(4-hydroxyphenyl)chromen-4-one OC1=C2C(C=C(OC2=CC(=C1C=1C(=CC(=C2C(C=C(OC12)C1=CC=C(C=C1)O)=O)O)O)O)C1=CC=C(C=C1)O)=O